7-{5-[(3AR,6AS)-3A,6A-DIMETHYL-HEXAHYDROCYCLOPENTA[D][1,3,2]DIOXABOROL-2-YL]-4-METHOXY-2-(1H-PYRAZOL-1-YL)PHENYL}CINNOLIN-4-AMINE C[C@@]12[C@@](OB(O1)C=1C(=CC(=C(C1)C1=CC=C3C(=CN=NC3=C1)N)N1N=CC=C1)OC)(CCC2)C